(R)-3-((S)-2-(hydroxymethyl)morpholino)pyrrolidin OC[C@H]1OCCN(C1)[C@H]1CNCC1